C(C)(C)OC=1C=C(C=CC1OC)C1=CN=CC(=N1)C(=O)N 6-(3-isopropoxy-4-methoxyphenyl)pyrazine-2-carboxamide